rac-(4aR,8aS)-6-[3-[[2-fluoro-6-(trifluoromethyl)phenyl]methoxy]-2-methyl-azetidine-1-carbonyl]-4,4a,5,7,8,8a-hexahydropyrido[4,3-b][1,4]oxazin-3-one FC1=C(C(=CC=C1)C(F)(F)F)COC1C(N(C1)C(=O)N1C[C@@H]2[C@@H](OCC(N2)=O)CC1)C |r|